C(C1=CC=CC=C1)(C1=CC=CC=C1)N1[C@H](CC1)C (2S)-1-benzhydryl-2-methyl-azetidine